BrC1=C(C(=O)OC)C=CC(=C1)C(=O)OC dimethyl bromoterephthalate